NCCNCCC[Si](OCC)(OCC)C N-(aminoethyl)-γ-aminopropyl-methyl-diethoxysilane